4-[[4-(chloromethyl)phenyl]methyl]morpholine ClCC1=CC=C(C=C1)CN1CCOCC1